triphenylsilylium tetrakis(pentafluorophenyl)borate FC1=C(C(=C(C(=C1[B-](C1=C(C(=C(C(=C1F)F)F)F)F)(C1=C(C(=C(C(=C1F)F)F)F)F)C1=C(C(=C(C(=C1F)F)F)F)F)F)F)F)F.C1(=CC=CC=C1)[Si+](C1=CC=CC=C1)C1=CC=CC=C1